ClC1=CC(=C(C=C1)C1=NC(=CC=2N=C(N(C(C21)=O)C)C)N2C[C@H](O[C@H](C2)C=2C=NN(C2)C)C)F 5-(4-chloro-2-fluoro-phenyl)-2,3-dimethyl-7-((2R,6S)-2-methyl-6-(1-methyl-1H-pyrazol-4-yl)-4-morpholinyl)-pyrido[4,3-d]pyrimidin-4(3H)-one